FC=1C(=CC2=C(N=C(O2)C)C1)NC(=O)N1CCC=2C1=NC=CC2N2CCN(CC2)C(=O)OC(C)(C)C tert-butyl 4-(1-((5-fluoro-2-methylbenzo[d]oxazol-6-yl)carbamoyl)-2,3-dihydro-1H-pyrrolo[2,3-b]pyridin-4-yl)piperazine-1-carboxylate